C(#N)[C@@H](NC(=O)[C@@H]1[C@H]2C([C@H]2CN1C([C@H](C(C)(C)C)NC(C(F)(F)F)=O)=O)(C)C)C1CC(N(CC1)C)=O (1R,2S,5S)-N-[(S)-cyano-(1-methyl-2-oxo-4-piperidyl)methyl]-3-[(2S)-3,3-dimethyl-2-[(2,2,2-trifluoroacetyl)amino]butanoyl]-6,6-dimethyl-3-azabicyclo[3.1.0]hexane-2-carboxamide